OCC1C2CN(CC12)C(=O)OC(C)(C)C tert-butyl endo-6-(hydroxymethyl)-3-azabicyclo[3.1.0]hexane-3-carboxylate